ClC=1C=C2C(NC(=NC2=CC1)CN1CCCC2=C(C=CC=C12)OC)=O 6-chloro-2-[(5-methoxy-3,4-dihydro-2H-quinolin-1-yl)methyl]-3H-quinazolin-4-one